OC[C@H]1CC[C@@H](CO1)NS(=O)(=O)CC N-((3S,6R)-6-(hydroxymethyl)tetrahydro-2H-pyran-3-yl)ethanesulfonamide